C(C=C)(=O)[O-].C(C=C)(=O)[O-].C(CCCCCCCCCCC)(=O)NCCNC(CCCCCCCCCCC)=O.[Na+].[Na+] sodium dilauroyl ethylenediamine diacrylate